6-(4-[3-[(2R)-2-[[6-Oxo-5-(trifluoromethyl)-1,6-dihydropyridazin-4-yl]oxy]propoxy]propanoyl]piperazin-1-yl)pyridine-3-carbonitrile O=C1C(=C(C=NN1)O[C@@H](COCCC(=O)N1CCN(CC1)C1=CC=C(C=N1)C#N)C)C(F)(F)F